(2R,3R)-N-(2-amino-4-((4-hydroxybenzyl)amino)phenyl)-2,3-difluorodecanamide NC1=C(C=CC(=C1)NCC1=CC=C(C=C1)O)NC([C@H]([C@@H](CCCCCCC)F)F)=O